N1C=C(C2=CC=CC=C12)NCCC (1H-indol-3-yl)-1-propylamine